NC[C@H]1C(N[C@H](C(NCCN([C@H](C(N([C@H](C(N[C@H](C(N1)=O)C1CCCCC1)=O)CC(C)C)C)=O)CCCC)CCF)=O)[C@H](C)O)=O (3S,6S,9S,12S,15S)-6-(Aminomethyl)-15-butyl-9-cyclohexyl-16-(2-fluoroethyl)-3-((S)-1-hydroxyethyl)-12-isobutyl-13-methyl-1,4,7,10,13,16-hexaazacyclooctadecane-2,5,8,11,14-pentaone